diethyl-1,4-dihydro-2,4,6-trimethyl-3,5-pyridinedicarboxylate C(C)OC(=O)C1=C(NC(=C(C1C)C(=O)OCC)C)C